Ethyl 1-(1-(5-bromopyridin-3-yl)ethyl)-1H-1,2,3-triazole-4-carboxylate BrC=1C=C(C=NC1)C(C)N1N=NC(=C1)C(=O)OCC